N2,N2-dimethyl-N-[4-(1-oxo-1,2,3,4-tetrahydroazepino[3,4,5-hi]indolizin-5-yl)phenyl]glycinamide CN(CC(=O)NC1=CC=C(C=C1)C=1C2=C3C(=CC=CN3C1)C(NCC2)=O)C